N1=NC(=CC2=C1C1=C(CCC2)C=CC=C1)N1N=C(N=C1N)NC=1C=CC2=C(CC[C@H](CC2)NCC2=C(C=CC=C2)C(=O)O)C1 1-(6,7-dihydro-5H-benzo[6,7]cyclohepta[1,2-c]pyridazin-3-yl)-N3-((7S)-7-((2-carboxyphenyl)methyl)amino-6,7,8,9-tetrahydro-5H-benzo[7]annulene-2-yl)-1H-1,2,4-triazole-3,5-diamine